BrC=1C(=NC(=C(C1)C1=CC=C(C=C1)N1CCN(CC1)C(C)C)F)N 3-bromo-6-fluoro-5-(4-(4-isopropylpiperazin-1-yl)phenyl)pyridin-2-amine